OC1=C(C=C(C(=C1)O)C(C)C)N(C(C1=CC=C(C=C1)F)=O)CC N-(2,4-dihydroxy-5-isopropylphenyl)-N-ethyl-4-fluorobenzamide